FC1=CC=2N=C3C(=NC2C(=C1)C(C)=NS(=O)C(C)(C)C)OCC1=C3C=CC=N1 N-(1-(10-fluoro-5H-pyrido[3',2':4,5]pyrano[2,3-b]quinoxalin-8-yl)ethylidene)-2-methylpropane-2-sulfinamide